Aluminium-Strontium [Sr].[Al]